4-(3-fluoro-4-methoxyphenyl)tetrahydro-2H-pyran FC=1C=C(C=CC1OC)C1CCOCC1